FC1(CC(C1)CC(=O)N[C@H](C(=O)O)CCN(CCCCC1=NC=2NCCCC2C=C1)C[C@@H](CF)OC)F (S)-2-(2-(3,3-difluorocyclobutyl)acetamido)-4-(((S)-3-fluoro-2-methoxypropyl)(4-(5,6,7,8-tetrahydro-1,8-naphthyridin-2-yl)butyl)amino)butanoic acid